3-phenylimidazo[2,1-b]thiazole-6-carboxylic acid C1(=CC=CC=C1)C=1N2C(SC1)=NC(=C2)C(=O)O